7-(4-hydroxy-3,5-diiodophenyl)-8,9,10,11-tetrahydro-3H-pyrazolo[4,3-a]phenanthridin-9-ol OC1=C(C=C(C=C1I)C1=NC2=CC=C3C(=C2C=2CCC(CC12)O)C=NN3)I